O1COC2=C1C=CC(=C2)C(C)N2CCC2 1-[1-(2H-1,3-benzodioxol-5-yl)ethyl]azetidin